4-(methylsulfonyl)benzamide CS(=O)(=O)C1=CC=C(C(=O)N)C=C1